1-ethyl-3,3-dimethyl-5-propyloctahydrobenzo[c]isoxazole C(C)N1OC(C2C1CCC(C2)CCC)(C)C